chloromethyl-(dimethyl)methoxysilane ClC[Si](OC)(C)C